(3S)-6,7-dimethoxy-3-[(5R)-4-methoxy-6-methyl-7,8-dihydro-5H-[1,3]dioxolo[4,5-g]isoquinoline-5-yl]-3H-2-benzofuran-1-one COC=1C=CC2=C(C(O[C@@H]2[C@@H]2N(CCC=3C=C4C(=C(C23)OC)OCO4)C)=O)C1OC